6-(trideuteriomethoxy)benzamide [2H]C(OC1=CC=CC=C1C(=O)N)([2H])[2H]